[Br].[N+](=O)([O-])C1=C(N)C(=CC(=C1)[N+](=O)[O-])Br 2,4-dinitro-6-bromoaniline bromine